C(C)(C)(C)OC(=O)N1CC2=C(CC1)C(=C(S2)NC(=O)NCCCCN2CCCC2)C(N)=O 3-Carbamoyl-2-{3-[4-(pyrrolidin-1-yl)butyl]ureido}-4,7-dihydrothieno[2,3-c]pyridine-6(5H)carboxylic acid tert-butyl ester